COC1=NC(=NC(=C1C1=CN(C2=NC(=CC=C21)NC(=O)[C@H]2[C@H](C2)F)COCC[Si](C)(C)C)OC)C (1S,2S)-N-(3-(4,6-dimethoxy-2-methylpyrimidin-5-yl)-1-((2-(trimethylsilyl)ethoxy)methyl)-1H-pyrrolo[2,3-b]pyridin-6-yl)-2-fluorocyclopropane-1-carboxamide